(S)-4-(6-(6-(2-(4-cyclopropylpyrimidin-5-yl)-4-fluorophenoxy)-1,2,4-triazin-5-yl)-2,6-diazaspiro[3.4]oct-2-yl)-N,5-dimethylhexanamide C1(CC1)C1=NC=NC=C1C1=C(OC2=C(N=CN=N2)N2CC3(CN(C3)[C@@H](CCC(=O)NC)C(C)C)CC2)C=CC(=C1)F